(S)-1-((S)-8-(4'-(2-aminoethyl)biphenyl-3-ylsulfonyl)-1-oxa-8-azaspiro[4.5]decan-3-ylamino)-3-(3-(1,1-difluoro-2-hydroxyethylsulfonyl)phenoxy)propan-2-ol NCCC1=CC=C(C=C1)C1=CC(=CC=C1)S(=O)(=O)N1CCC2(C[C@@H](CO2)NC[C@@H](COC2=CC(=CC=C2)S(=O)(=O)C(CO)(F)F)O)CC1